[O-][Cr](=O)(=O)[O-].[Pb+2] The molecule is a chromium coordination entity comprising chromate and lead(2+) ions in a 1:1 ratio It has a role as a carcinogenic agent, a neurotoxin and a nephrotoxin. It is a lead coordination entity and a chromium coordination entity. It contains a lead(2+) and a chromate(2-).